(S)-Glycidyl Methanesulfonate CS(=O)(=O)OC[C@@H]1CO1